COC(=O)[C@@H]1N(C[C@@H](C1)OC)C(=O)OC(C)(C)C (2r,4r)-4-methoxy-pyrrolidine-1,2-dicarboxylic acid 1-tert-butyl 2-methyl ester